O1C2=C(NCC1)C(=CC=C2)B(O)O (3,4-dihydro-2H-benzo[b][1,4]oxazin-5-yl)boronic acid